N'-[(2,3-dihydro-2,2,4,6,7-pentamethylbenzofuran-5-yl)sulfonyl]-N-fluorenylmethyloxycarbonyl-L-arginine CC1(OC2=C(C1)C(=C(C(=C2C)C)S(=O)(=O)N(CCC[C@H](NC(=O)OCC2=CC=CC=1C3=CC=CC=C3CC21)C(=O)O)C(N)=N)C)C